8-[(4-methoxyphenyl)methoxy]-5,5-dimethyl-7-propoxy-6H-benzo[h]quinazolin-4-amine COC1=CC=C(C=C1)COC=1C=CC2=C(CC(C=3C(=NC=NC23)N)(C)C)C1OCCC